NCC=1C=C(C=CC1)C=1C=C(C2=C(C(=CO2)COC2=C(C=CC=C2)CC(=O)O)C1)C=1NC2=CC=CC=C2C1 2-(2-((5-(3-(aminomethyl)phenyl)-7-(1H-indol-2-yl)benzofuran-3-yl)methoxy)phenyl)acetic acid